3-((2-methoxyphenoxy)methyl)piperidine hydrochloride Cl.COC1=C(OCC2CNCCC2)C=CC=C1